C(#N)CC1=C(C=CC=C1)NC=1N=C(N=NC1C(=O)NC([2H])([2H])[2H])NC1=C(C=C2CCN(CC2=C1)C)OC ((2-(cyanomethyl)phenyl)amino)-3-((6-methoxy-2-methyl-1,2,3,4-tetrahydroisoquinolin-7-yl)amino)-N-(methyl-d3)-1,2,4-triazine-6-carboxamide